3-methoxy-benzene-1,2-dicarboxylate COC1=C(C(=CC=C1)C(=O)[O-])C(=O)[O-]